9-thiabicyclo[3.3.1]nonane dinitrate [N+](=O)(O)[O-].[N+](=O)(O)[O-].C12CCCC(CCC1)S2